N-(4-((2-amino-3-chloropyridin-4-yl)oxy)-3-fluorophenyl)-5-cyclopropyl-1-(4-fluorophenyl)-2-oxo-1,2-dihydropyridine-3-carboxamide NC1=NC=CC(=C1Cl)OC1=C(C=C(C=C1)NC(=O)C=1C(N(C=C(C1)C1CC1)C1=CC=C(C=C1)F)=O)F